((8-(2-methylcyclopentyl)-7-oxo-7,8-dihydropyrido[2,3-d]pyrimidine-2-yl)amino)piperidine-1-carboxylate CC1C(CCC1)N1C(C=CC2=C1N=C(N=C2)NC2N(CCCC2)C(=O)[O-])=O